4-(1-aminocyclopropyl)piperidine-1-carboxylic acid tert-butyl ester C(C)(C)(C)OC(=O)N1CCC(CC1)C1(CC1)N